2-[acetyl-(benzyl)amino]-5-bromo-6-hydroxy-1-benzothiophene-3-carboxylic acid ethyl ester C(C)OC(=O)C1=C(SC2=C1C=C(C(=C2)O)Br)N(CC2=CC=CC=C2)C(C)=O